FC=1C=CC(=NC1C)C=1N=C2N(C=CC=C2)C1C=1C=C2C=C(C=NC2=CC1)NCCN1CCN(CC1)C(C)C 6-[2-(5-fluoro-6-methyl-2-pyridyl)imidazo[1,2-a]pyridin-3-yl]-N-[2-(4-isopropylpiperazin-1-yl)ethyl]quinolin-3-amine